3-ETHYL-1-[2-(2-FORMYLPIPERIDIN-1-YL)PROPANOYL]UREA C(C)NC(NC(C(C)N1C(CCCC1)C=O)=O)=O